[3-(2,6-Dimethoxybenzoimidazol-1-yl)propyl]acetamide COC1=NC2=C(N1CCCCC(=O)N)C=C(C=C2)OC